BrC=1C=C(C(=NC1)C=1N=C2COC3=C(N2C1)C=CC=C3C(F)(F)F)S(=O)(=O)CC 2-(5-bromo-3-ethylsulfonyl-2-pyridyl)-6-(trifluoromethyl)-4H-imidazo[2,1-c][1,4]benzoxazine